[4-[[4-[[2-(6-methyl-2-pyridyl)pyrimidin-4-yl]amino]pyrimidin-2-yl]amino]phenyl]-piperazin-1-yl-methanone CC1=CC=CC(=N1)C1=NC=CC(=N1)NC1=NC(=NC=C1)NC1=CC=C(C=C1)C(=O)N1CCNCC1